[3-[2-chloro-6-cyano-4-[1-methyl-1-[4-[(2-methylsulfanylpyrimidin-4-yl)methoxy]phenyl]ethyl]phenoxy]-2,2-difluoro-propyl] 4-methylbenzenesulfonate CC1=CC=C(C=C1)S(=O)(=O)OCC(COC1=C(C=C(C=C1C#N)C(C)(C1=CC=C(C=C1)OCC1=NC(=NC=C1)SC)C)Cl)(F)F